Methyl (2-amino-4-fluorobenzoyl)-L-phenylalaninate NC1=C(C(=O)N[C@@H](CC2=CC=CC=C2)C(=O)OC)C=CC(=C1)F